1-{3-[4-amino-3-(4-phenoxyphenyl)-1H-pyrazolo[3,4-d]pyrimidin-1-yl]-1-pyrrolidinyl}-2-propyn-1-one NC1=C2C(=NC=N1)N(N=C2C2=CC=C(C=C2)OC2=CC=CC=C2)C2CN(CC2)C(C#C)=O